C(C)(C)(C)N=[Ta](N(C)C)(N(C)C)N(C)C T-butyliminotris(dimethylamino)tantalum